ClC=1C=CC(=NC1)COC1=NN=C(S1)C1=NC(=CC(=C1C(=O)N)C1=C(C=CC=C1)OC(F)F)C [5-[(5-chloropyridin-2-yl)methoxy]-1,3,4-thiadiazol-2-yl]-4-[2-(difluoromethoxy)phenyl]-6-methylpyridine-3-carboxamide